C1(=CC=CC=C1)CC(CN)N 3-phenylpropane-1,2-diamine